ClC1=NC=C(C(=C1)C1=C(C=NC(=C1)C)C(=O)NC=1SC2=C(N1)CN(C2)C(C2=CN=C(C=C2C)OC(F)(F)F)=O)OC 2'-chloro-5'-methoxy-6-methyl-N-(5-(4-methyl-6-(trifluoromethoxy)nicotinoyl)-5,6-dihydro-4H-pyrrolo[3,4-d]thiazol-2-yl)-[4,4'-bipyridine]-3-carboxamide